(S)-5-Fluoro-4-(2-(hydroxymethyl)-1-methyl-1H-imidazol-4-yl)-N-(2-methoxy-3,5-dimethylpyridin-4-yl)-2-((1,1,1-trifluoropropan-2-yl)oxy)benzamide FC=1C(=CC(=C(C(=O)NC2=C(C(=NC=C2C)OC)C)C1)O[C@H](C(F)(F)F)C)C=1N=C(N(C1)C)CO